(2S)-2-[(benzylcarbamoyl)amino]-N,N-bis(2-thienylmethyl)hexanamide C(C1=CC=CC=C1)NC(=O)N[C@H](C(=O)N(CC=1SC=CC1)CC=1SC=CC1)CCCC